tert-butyl 4-(4-((methylsulfonyl)oxy)butyl)piperidine-1-carboxylate CS(=O)(=O)OCCCCC1CCN(CC1)C(=O)OC(C)(C)C